[Cl-].OC(C)C1=NC=CN1CCCCCCCCCCCC 1-hydroxyethyl-3-dodecylimidazole chloride salt